FC=1C=C(C=C(C1)F)NC=1C=C2C(=CNC2=CC1)NC(C1=C(C=C(C=C1)N1CCN(CC1)C)N(C)CCCOC)=O N-(5-((3,5-difluorophenyl)amino)-1H-indol-3-yl)-2-((3-methoxypropyl)(methyl)amino)-4-(4-methylpiperazin-1-yl)benzamide